2-(furan-2-yl)-6-hydroxy-1H-inden-1-one-13C O1C(=CC=C1)C=1[13C](C2=CC(=CC=C2C1)O)=O